CSC(=O)[C@@H](COP(=O)(O)O)O The molecule is the methyl thiolester of 3-phospho-1-thio-D-glyceric acid. It is a carbohydrate acid ester, an aldonate ester phosphate and a thioester. It is a conjugate acid of a S-methyl 3-O-phosphonato-1-thio-D-glycerate(2-).